methoxy-3-(1-methyl-1H-1,2,4-triazole-3-yl)aniline CONC1=CC(=CC=C1)C1=NN(C=N1)C